NC1=NNC2=CC=C(C=C12)C1=CC(=NC=C1)NC(=O)NCC 1-(4-(3-amino-1H-indazol-5-yl)pyridin-2-yl)-3-ethylurea